N-(2-chloro-6-fluorobenzoyl)-O-(trans-3-(2-(5,6,7,8-tetrahydro-1,8-naphthyridin-2-yl)ethyl)cyclobutyl)homoserine dimethylaminopropyl-methacrylamide CN(C)CCCC=C(C(=O)N)C.ClC1=C(C(=O)N[C@@H](CCO[C@@H]2C[C@H](C2)CCC2=NC=3NCCCC3C=C2)C(=O)O)C(=CC=C1)F